NC1=CC=C(C=C1)C(C1=CC=C(N)C=C1)C1=CC(=CC(=C1)C)C 4-[(4-aminophenyl)(3,5-dimethylphenyl)methyl]aniline